CNC(NC1=CC=C(C=C1)N1CCCC1)=O 1-(4-(3-methylureido)phenyl)pyrrolidin